1-[5-chloro-6-[5-[4-[4-[2-(2,6-dioxo-3-piperidyl)-1-oxo-isoindolin-5-yl]piperazin-1-yl]-4-oxo-butyl]-1,2,4-oxadiazol-3-yl]-3-pyridyl]-3-(7-cyclohexylpyrazolo[1,5-a]pyrimidin-6-yl)urea ClC=1C=C(C=NC1C1=NOC(=N1)CCCC(=O)N1CCN(CC1)C=1C=C2CN(C(C2=CC1)=O)C1C(NC(CC1)=O)=O)NC(=O)NC=1C=NC=2N(C1C1CCCCC1)N=CC2